(n-heptyl) (n-nonyl)adipate C(CCCCCCCC)C(C(=O)OCCCCCCC)CCCC(=O)[O-]